OC(=O)O S and R-hydroxyketone